methyl 1-(2-(4-(1-(2,6-dichlorophenyl)azetidin-3-yl)-3,5-dimethylphenyl)propan-2-yl)piperidine-4-carboxylate ClC1=C(C(=CC=C1)Cl)N1CC(C1)C1=C(C=C(C=C1C)C(C)(C)N1CCC(CC1)C(=O)OC)C